4-((4-fluoro-2-(methylsulfonyl)phenyl)amino)-2-methyl-6-((6-methylpyridazin-3-yl)amino)-1,2-dihydro-3H-pyrazolo[3,4-b]pyridin-3-one FC1=CC(=C(C=C1)NC1=C2C(=NC(=C1)NC=1N=NC(=CC1)C)NN(C2=O)C)S(=O)(=O)C